NC=1C(=C(C=CC1)N1CCN2C1=C(C1=C2N=CN=C1N)C1=CC(=C(C=C1)OC1=NC(=CC=C1)C)F)OC 6-(3-amino-2-methoxyphenyl)-5-{3-fluoro-4-[(6-methylpyridin-2-yl)oxy]phenyl}-7,8-dihydro-6H-imidazo[2',3':5,1]pyrrolo[2,3-d]pyrimidin-4-amine